tert-butyl (7R)-3-amino-7-methyl-7,8-dihydro-5H-1,6-naphthyridine-6-carboxylate NC=1C=NC=2C[C@H](N(CC2C1)C(=O)OC(C)(C)C)C